CN1C(=NC=C1C)C(=O)O 1,5-DIMETHYL-1H-IMIDAZOLE-2-CARBOXYLIC ACID